lauryl ether sulfuric acid salt S(O)(O)(=O)=O.C(CCCCCCCCCCC)OCCCCCCCCCCCC